FC(OC=1C=C2CCN(CC2=CC1[N+](=O)[O-])C)F 6-(difluoromethoxy)-2-methyl-7-nitro-1,2,3,4-tetrahydroisoquinoline